methyl 2-(2,2-difluoroethoxy)pyridine-4-carboxylate FC(COC1=NC=CC(=C1)C(=O)OC)F